4,12-diethyl-2,10-dimethyl-1,7,9,15-tetraoxa-4,12-diaza-8-stannaspiro[7.7]pentadecane C(C)N1CC(O[Sn]2(OCC1)OC(CN(CCO2)CC)C)C